NN1C(=NC(=C1C(N)=O)C1=CC=C(C=C1)C(NC1=NC=CC(=C1)C)=O)[C@H]1N(CCC1)C(=O)OC(C)(C)C (S)-tert-butyl 2-(1-amino-5-carbamoyl-4-(4-((4-methylpyridin-2-yl) carbamoyl)phenyl)-1H-imidazol-2-yl)pyrrolidine-1-carboxylate